rac-(1s,2r)-2-((benzyloxy)methyl)-1-(trifluoromethyl)cyclopropane-1-carboxylic acid ethyl ester C(C)OC(=O)[C@]1([C@@H](C1)COCC1=CC=CC=C1)C(F)(F)F |r|